3-(4-(4-acetyl-2-methylpiperazin-1-yl)pyrimidin-2-yl)imidazo[1,2-a]pyrazine-6-carboxamide C(C)(=O)N1CC(N(CC1)C1=NC(=NC=C1)C1=CN=C2N1C=C(N=C2)C(=O)N)C